N-((6-methoxy-5-vinyl-1H-indol-2-yl)methyl)-1-methylcyclopropane-1-carboxamide COC1=C(C=C2C=C(NC2=C1)CNC(=O)C1(CC1)C)C=C